C1=CC=CC=2C3=CC=CC=C3N(C12)C1=CC=C(C=C1)C1=C(C(=C(C(=C1C1=CC(=NC(=C1)C1=CC=CC=C1)C1=CC=CC=C1)C1=CC=C(C=C1)N1C2=CC=CC=C2C=2C=CC=CC12)C1=CC=C(C=C1)N1C2=CC=CC=C2C=2C=CC=CC12)C1=CC=C(C=C1)N1C2=CC=C(C=C2C=2C=C(C=CC12)C)C)C#N 4',6'-bis(4-(9H-carbazol-9-yl)phenyl)-4-(9H-carbazol-9-yl)-4''-(3,6-dimethyl-9H-carbazol-9-yl)-5'-(2,6-diphenylpyridin-4-yl)-[1,1':2',1''-terphenyl]-3'-carbonitrile